COC1=C(C=CC(=N1)N1CCN(CC1)C(=O)OC(C)(C)C)NC=1N=CC2=C(N1)N1C(C(=C2)C#CC=2C=NC=CC2)=NCC1 tert-butyl 4-(6-methoxy-5-((6-(pyridin-3-ylethynyl)-8,9-dihydroimidazo[1',2':1,6]pyrido[2,3-d]pyrimidin-2-yl)amino)pyridin-2-yl)piperazine-1-carboxylate